10-phenyl-2,3,4,10-tetrahydro-1H-benzo[b]cyclopenta[e][1,4]oxazepine C1(=CC=CC=C1)C1C2=C(NC3=C(O1)C=CC=C3)CCC2